(S,E)-1-(2-ethyl-4-(1-(((6'-fluoro-[2,3'-bipyridyl]-5-yl)methoxy)imino)ethyl)benzyl)pyrrolidine-3-carboxylic acid C(C)C1=C(CN2C[C@H](CC2)C(=O)O)C=CC(=C1)/C(/C)=N/OCC=1C=CC(=NC1)C=1C=NC(=CC1)F